4-[[(cis)-3-aminocyclopentyl]amino]-N'-(2-chloro-5-fluoro-4-hydroxy-phenyl)-6-(6-methoxy-2,4-dimethyl-3-pyridyl)pyrrolo[1,2-b]pyridazine-3-carboxamidine formic acid salt C(=O)O.N[C@H]1C[C@H](CC1)NC=1C=2N(N=CC1C(=NC1=C(C=C(C(=C1)F)O)Cl)N)C=C(C2)C=2C(=NC(=CC2C)OC)C